Tert-butyl-((3R,5R)-1-(2-(1-(cyclopropylmethyl)-6-(4-methoxypiperidin-1-yl)-1H-pyrrolo[2,3-b]pyridin-2-yl)-3-methylpyrazolo[1,5-a]pyridine-6-carbonyl)-5-fluoropiperidin-3-yl) carbamate C(N)(O[C@H]1C(N(C[C@@H](C1)F)C(=O)C=1C=CC=2N(C1)N=C(C2C)C2=CC=1C(=NC(=CC1)N1CCC(CC1)OC)N2CC2CC2)C(C)(C)C)=O